N-tert-Butoxycarbonyl-beta-alanine Succinate C(CCC(=O)O)(=O)O.C(C)(C)(C)OC(=O)NCCC(=O)O